CC1N(CCC(C1)C(=O)O)CC1=C(C=C(C=C1C)C1CN(C1)C1=C(C=CC=C1Cl)Cl)C.C(CC)N1C(=O)N(C=2N=C(NC2C1=O)C1=CC=C(C=C1)S(=O)(=O)O)CCC 1,3-dipropyl-8-p-sulfophenyl-xanthine methyl-1-(4-(1-(2,6-dichlorophenyl)azetidin-3-yl)-2,6-dimethylbenzyl)-piperidine-4-carboxylate